4-((6-bromo-3-oxo-2,3-dihydro-4H-benzo[b][1,4]oxazin-4-yl)methyl)piperidine-1-carboxylic acid tert-butyl ester C(C)(C)(C)OC(=O)N1CCC(CC1)CN1C2=C(OCC1=O)C=CC(=C2)Br